5-(6-((1-(4-(4-chloro-1-(4-hydroxyphenyl)-2-phenylbut-1-en-1-yl)phenyl)piperidin-4-yl)methyl)-3,6-diazabicyclo[3.1.1]heptane-3-yl)-2-(2,6-dioxopiperidin-3-yl)-6-fluoroisoindole ClCCC(=C(C1=CC=C(C=C1)O)C1=CC=C(C=C1)N1CCC(CC1)CN1C2CN(CC1C2)C2=CC1=CN(C=C1C=C2F)C2C(NC(CC2)=O)=O)C2=CC=CC=C2